2-(2'-chloro-(2,3'-bithiophen-3-yl)-6-(methylamino)-9H-purin-9-yl)-N-ethyl-3,4-dihydroxyltetrahydrofuran-2-carboxamide ClC=1SC=CC1C=1SC=CC1C1=NC(=C2N=CN(C2=N1)C1(OCC(C1O)O)C(=O)NCC)NC